3-(α,α-dimethylbenzyl)-5-(α,α-dimethylbenzyl)salicylic acid CC(C1=CC=CC=C1)(C)C1=C(C(C(=O)O)=CC(=C1)C(C1=CC=CC=C1)(C)C)O